1-[6-[3-(Dimethyl-amino)azetidin-1-yl]pyridin-3-yl]-4-oxo-7-[2-oxo-6-[(pyridin-2-yloxy)methyl]piperidin-1-yl]quinoline-3-carboxylic acid CN(C1CN(C1)C1=CC=C(C=N1)N1C=C(C(C2=CC=C(C=C12)N1C(CCCC1COC1=NC=CC=C1)=O)=O)C(=O)O)C